CNC(=O)C=1N=C(C=2N=CN([C@H]3[C@H](O)[C@H](O)[C@@H](CO)O3)C2N1)N 2-methylcarbamoyl-adenosine